4-{(1S,4R)-5-[(3-methyloxetan-3-yl)carbonyl]-2,5-diazabicyclo[2.2.1]hept-2-yl}-2-(1-methyl-1H-pyrazol-4-yl)pyrimidine-5-carbonitrile CC1(COC1)C(=O)N1[C@H]2CN([C@H](C1)C2)C2=NC(=NC=C2C#N)C=2C=NN(C2)C